4-(3-(4-methoxyphenyl)-1,2,4-oxadiazol-5-yl)piperazin COC1=CC=C(C=C1)C1=NOC(=N1)N1CCNCC1